C1(CC1)C1=CC=C(C=C1)N1N=C2CCN(C[C@H]3C2=C1CCN3)C(C=C)=O |o1:16| (R or S)-1-(2-(4-cyclopropylphenyl)-2,3,4,5,5a,6,8,9-octahydro-7H-1,2,5,7-tetraazabenzo[cd]azulen-7-yl)prop-2-en-1-one